3-fluoro-2-(1-hydroxyethyl)phenol FC=1C(=C(C=CC1)O)C(C)O